1-eicosyl-2-(9Z-tetradecenoyl)-glycero-3-phosphocholine CCCCCCCCCCCCCCCCCCCCOC[C@H](COP(=O)([O-])OCC[N+](C)(C)C)OC(=O)CCCCCCC/C=C\CCCC